ethyl 2-(tosylmethyl)acrylate S(=O)(=O)(C1=CC=C(C)C=C1)CC(C(=O)OCC)=C